3-[2-[6-[3-(Benzenesulfonamido)phenyl]-4-hydroxyhexyl]phenyl]propanoic acid C1(=CC=CC=C1)S(=O)(=O)NC=1C=C(C=CC1)CCC(CCCC1=C(C=CC=C1)CCC(=O)O)O